OCCCC(N)(CCCO)CCCO tris(hydroxypropyl)methylamine